[N+](=O)([O-])C1=CC=C(C=C1)O 4-(nitro)phenol